N-[(2S)-1-{4-[3-(1,2-oxazol-5-yl)benzenesulfonyl]piperazin-1-yl}propan-2-yl]-8-(trifluoromethyl)quinazolin-4-amine O1N=CC=C1C=1C=C(C=CC1)S(=O)(=O)N1CCN(CC1)C[C@H](C)NC1=NC=NC2=C(C=CC=C12)C(F)(F)F